CN1CCN(C2=CC(=CC=C12)C#N)C1=C2C=C(C(NC2=CC=C1)=O)C 1-Methyl-4-(3-methyl-2-oxo-1,2-dihydroquinolin-5-yl)-1,2,3,4-tetrahydroquinoxaline-6-carbonitrile